3-(9-((4-(aminomethyl)phenyl)carbamoyl)-4,5-dihydrobenzo[b]thieno[2,3-d]oxepin-8-yl)-6-((1-cyanocyclohexyl)carbamoyl)picolinic acid NCC1=CC=C(C=C1)NC(=O)C1=CC2=C(OCCC3=C2SC=C3)C=C1C=1C(=NC(=CC1)C(NC1(CCCCC1)C#N)=O)C(=O)O